3-(perfluoromethyl) propylene oxide FC(CC1CO1)(F)F